2-amino-6-bromo-4-methylbenzaldehyde NC1=C(C=O)C(=CC(=C1)C)Br